FC1(CCC(CC1)CN1CCC(CC1)CS(=O)(=O)N1[C@H]2CC(C[C@@H]1CC2)NC(=O)C2=NOC(=C2)C2COC2)F N-((1R,3r,5S)-8-(((1-((4,4-difluorocyclohexyl)methyl)piperidin-4-yl)methyl)sulfonyl)-8-azabicyclo[3.2.1]octan-3-yl)-5-(oxetan-3-yl)isoxazole-3-carboxamide